ClC=1C=C(C=C(C1)C#N)C(C)(C)C1=CC=C(OCC2=NC(=NC=C2)N2CCN(CC2)C2CCN(CC2)CC2CCN(CC2)C(=O)OC(C)(C)C)C=C1 tert-butyl 4-((4-(4-(4-((4-(2-(3-chloro-5-cyanophenyl)propan-2-yl)phenoxy)methyl)pyrimidin-2-yl)piperazin-1-yl)piperidine-1-yl)methyl)piperidine-1-carboxylate